CN1C(N(C=2C1=NC=C(C2)C=2SC(=CC2)C(F)(F)F)CC=2N=NC=CC2)=O 3-methyl-1-(pyridazin-3-ylmethyl)-6-[5-(trifluoromethyl)-2-thienyl]imidazo[4,5-b]pyridin-2-one